C(C1=CC=CC=C1)C1=C(NCCN2CCN(CC2)C)C=CC(=C1)C 2-Benzyl-4-methyl-N-(2-(4-methylpiperazin-1-yl)ethyl)aniline